FC(C(=O)O)(F)F.NC1=CC=C2C(=CC(OC2=C1)=O)C 7-amino-4-methylcoumarin trifluoroacetate salt